OC1=C(C=CC=C1)C1=CC2=C(N=N1)SC(=C2)C2CCN(CC2)C2=C(C=C(C=N2)C2=NOC(=C2)C(C(=O)OC)C(C)C)C methyl 2-(3-(6-(4-(3-(2-hydroxyphenyl)thieno[2,3-c]pyridazin-6-yl)piperidin-1-yl)-5-methylpyridin-3-yl)isoxazol-5-yl)-3-methylbutanoate